ClC1=C(C(=CC=C1)C)C=1C=C(C=2C=C(N=CC2C1)N)NC1CCN(CC1)C 7-(2-chloro-6-methyl-phenyl)-N5-(1-methyl-4-piperidyl)isoquinoline-3,5-diamine